C(C)(C)C1=C(C(=CC=C1)C(C)C)C1=CC=CC=2N1C(N(C2)C2CCCCC2)[Au-]Cl (5-(2,6-diisopropylphenyl)-2-cyclohexyl-2,3-dihydroimidazo[1,5-a]pyridin-3-yl)gold(I) chloride